2-(2-(ethylamino)-2-oxoethyl)phenethylmethanesulfonate C(C)NC(CC1=C(CCCS(=O)(=O)[O-])C=CC=C1)=O